6-{(3S,4S)-4-methyl-1-[(1-methyl-1H-imidazo[4,5-c]pyridin-2-yl)methyl]pyrrolidin-3-yl}-1-(tetrahydro-2H-pyran-4-yl)-1,5-dihydro-4H-pyrazolo[3,4-d]pyrimidin-4-one C[C@H]1[C@@H](CN(C1)CC=1N(C2=C(C=NC=C2)N1)C)C=1NC(C2=C(N1)N(N=C2)C2CCOCC2)=O